2-bromo-3,6-dimethylpyrazolo[1,5-a]pyrazin-4(5H)-one BrC1=NN2C(C(NC(=C2)C)=O)=C1C